C1(C=2C(C(N1CC(=O)[O-])=O)=CC=CC2)=O.[PH4+] phosphonium phthalimidoacetat